6-amino-2-cyclohexyl-isoindol-1-one NC1=CC=C2CN(C(C2=C1)=O)C1CCCCC1